O=C1NC(CCC1C1=NN(C2=C(C=CC=C12)NC(C1=CC=C(C=C1)CN1CCCCC1)=O)C)=O N-(3-(2,6-dioxopiperidin-3-yl)-1-methyl-1H-indazol-7-yl)-4-(piperidin-1-ylmethyl)benzamide